methyl (2R)-2-[benzyloxycarbonyl-[2-(tert-butoxycarbonylamino)-ethyl]amino]-3-(1H-indol-3-yl)propanoate C(C1=CC=CC=C1)OC(=O)N([C@@H](C(=O)OC)CC1=CNC2=CC=CC=C12)CCNC(=O)OC(C)(C)C